[K+].C1(=CC=CC2=CC=CC=C12)CC(=O)[O-] naphthaleneacetic acid potassium salt